5-Chloro-6-((4-fluoro-1-(2-methoxyethyl)piperidin-4-yl)methoxy)pyridine-3-sulfonamide ClC=1C=C(C=NC1OCC1(CCN(CC1)CCOC)F)S(=O)(=O)N